FC1=C(C=CC=C1F)[C@@H]1N(OCC1)C1=CC(=NC=N1)NC=1C(=CC(=C(C1)NC(C=C)=O)N1C[C@H]2N(CC[C@H]2C1)C)OC N-(5-((6-((R)-3-(2,3-difluorophenyl)isoxazolidine-2-yl)pyrimidine-4-yl)amino)-4-methoxy-2-((3aS,6aS)-1-methylhexahydropyrrolo[3,4-b]pyrrole-5(1H)-yl)phenyl)acrylamide